(2R,3R,4R,5S)-2-(hydroxymethyl)-1-(((S)-1-(4-(trifluoromethyl)pyridin-3-yl)piperidin-3-yl)methyl)piperidine-3,4,5-triol OC[C@H]1N(C[C@@H]([C@H]([C@@H]1O)O)O)C[C@H]1CN(CCC1)C=1C=NC=CC1C(F)(F)F